FC(C=1C=C(C=C(C1)C(F)(F)F)C1(CC(=NO1)C1=CC(=C(C(=O)OC)C=C1)C)C(F)(F)F)(F)F methyl 4-{5-[3,5-bis(trifluoromethyl) phenyl]-5-(trifluoromethyl)-4,5-dihydro-isoxazol-3-yl}-2-methylbenzoate